CC(CC(C)C)=NCCC[Si](OCC)(OCC)OCC N-(1,3-dimethylbutylidene)-3-triethoxysilylpropylamine